C(CCCCCCCCCC)OCCCCCCCCCCC bisundecyl ether